di-tert-butyl 1-(quinoxalin-6-yl)hydrazine-1,2-dicarboxylate N1=CC=NC2=CC(=CC=C12)N(NC(=O)OC(C)(C)C)C(=O)OC(C)(C)C